1-(1-(4-fluorophenyl)cyclobutyl)-4-iodo-1H-pyrazole FC1=CC=C(C=C1)C1(CCC1)N1N=CC(=C1)I